6-(Naphthalen-2-yl)dipyrido[1,2-a:2',1'-c]pyrazine-5,8-diium bis(tetrafluoroborate) F[B-](F)(F)F.F[B-](F)(F)F.C1=C(C=CC2=CC=CC=C12)C1=C[N+]2=C(C3=[N+]1C=CC=C3)C=CC=C2